[Br-].C(C=C)(=O)C(CCCCCCCCCCCCCCCCC)[N+](C)(C)CCC Acryloyl-propyl-dimethyl-octadecyl-ammonium bromide